1,2-di-O-hexadecyl-sn-glycero-3-phosphocholine C(CCCCCCCCCCCCCCC)OC[C@@H](OCCCCCCCCCCCCCCCC)COP(=O)([O-])OCC[N+](C)(C)C